O1C(CCC1CO)CO tetrahydro-2,5-furanedimethanol